C(C1=CC=CC=C1)OC1=C(OC2=C(C=C(C(=N2)N2C(NC(=CC2=O)C(F)(F)F)=O)F)Cl)C=CC=C1 3-[6-(2-benzyloxyphenoxy)-5-chloro-3-fluoro-2-pyridinyl]-6-trifluoromethyl-1H-pyrimidine-2,4-dione